2-[(6-bromopyridin-2-yl)methyl]-3-oxobutanenitrile BrC1=CC=CC(=N1)CC(C#N)C(C)=O